2-Hydroxy-benzaldehyde-S-methyl isothiosemicarbazone CSC(NN=CC1=C(C=CC=C1)O)=N